4-(3-chlorobenzyl)-3,4-dihydroquinoxaline-1(2H)-carboxylic acid tert-butyl ester C(C)(C)(C)OC(=O)N1CCN(C2=CC=CC=C12)CC1=CC(=CC=C1)Cl